(4-(N-benzyl-1-methylpyrrolidine-3-carboxamido)phenyl)arsonous acid C(C1=CC=CC=C1)N(C(=O)C1CN(CC1)C)C1=CC=C(C=C1)[As](O)O